methyl 2-[(1S,4S,5R)-5-[[5-cyclopropyl-3-(2,6-dichlorophenyl)-1,2-oxazol-4-yl]methoxy]-2-azabicyclo[2.2.1]heptan-2-yl]-4-[(3S)-oxolan-3-yloxy]-1,3-benzothiazole-6-carboxylate C1(CC1)C1=C(C(=NO1)C1=C(C=CC=C1Cl)Cl)CO[C@H]1[C@@H]2CN([C@H](C1)C2)C=2SC1=C(N2)C(=CC(=C1)C(=O)OC)O[C@@H]1COCC1